1-(4-methylcyclohexyl)urea CC1CCC(CC1)NC(=O)N